FC1=C(C=C(C=C1)B1OC(C(O1)(C)C)(C)C)[C@]12N=C(SC[C@H]1COC2)NC(OC(C)(C)C)=O Tert-butyl ((4aR,7aR)-7a-(2-fluoro-5-(4,4,5,5-tetramethyl-1,3,2-dioxaborolan-2-yl)phenyl)-4a,5,7,7a-tetrahydro-4H-furo[3,4-d][1,3]thiazin-2-yl)carbamate